ethyl (E)-3-(4-(phenyl(4-tetradecylphenyl)amino)phenyl)acrylate C1(=CC=CC=C1)N(C1=CC=C(C=C1)/C=C/C(=O)OCC)C1=CC=C(C=C1)CCCCCCCCCCCCCC